1,3-dihydrospiro[indene-2,2'-pyrrolidine] N1C2(CCC1)CC1=CC=CC=C1C2